methyl 2-((1r,3r)-1-(3-((tert-butoxycarbonyl)amino)phenyl)-3-cyanocyclobutyl)acetate C(C)(C)(C)OC(=O)NC=1C=C(C=CC1)C1(CC(C1)C#N)CC(=O)OC